N-(3-iodo-5-(trifluoromethyl)benzyl)-2-phenylpiperidin-3-amine IC=1C=C(CNC2C(NCCC2)C2=CC=CC=C2)C=C(C1)C(F)(F)F